NCCN(C)CCN N,N-bis(2-aminoethyl)-N-methylamine